CC1(C(C(=CC2(CCNC2C(C2=NC=CC=C2)=O)C1)C#N)=O)C 9,9-dimethyl-8-oxo-2-picolinoyl-2-azaspiro[4.5]dec-6-ene-7-carbonitrile